NCCCCCCCCCCCC(=O)N[C@H](C(=O)N1[C@@H](C[C@H](C1)O)C(=O)N[C@@H](C)C1=CC=C(C=C1)C1=C(N=CS1)C)C(C)(C)C (2S,4R)-1-((S)-2-(12-aminododecanamido)-3,3-dimethylbutanoyl)-4-hydroxy-N-((S)-1-(4-(4-methylthiazol-5-yl)phenyl)ethyl)pyrrolidine-2-carboxamide